methyl 1-isobutyl-1H-indazole-3-carboxylate C(C(C)C)N1N=C(C2=CC=CC=C12)C(=O)OC